COC=1C2=CC=CC=C2C=C2C=CCC(C12)=O 1,2-dihydro-9-methoxyanthracene-1-one